C(C)(C)(C)OC(=O)N1CCC(CC1)C1=CC=C(C=C1)NC(=O)N1CC2=CC(=CC(=C2C1)F)F.CNC(CCC=1N=C(N(C1)C1=CC=CC=C1)C1=C(C(=O)N)C=CC=C1C=1C=NNC1)=O (4-(3-(methylamino)-3-oxopropyl)-1-phenyl-1H-imidazol-2-yl)-3-(1H-pyrazol-4-yl)benzamide TERT-BUTYL-4-(4-(4,6-DIFLUOROISOINDOLINE-2-CARBOXAMIDO)PHENYL)PIPERIDINE-1-CARBOXYLATE